FC(CN1N=C(C=C1)C=1C(=CC(=NC1)NC1=NC(=NC=C1)C=1C=NN(C1)CC(F)F)NC1CCC(CC1)(O)C)F (1s,4s)-4-((5-(1-(2,2-Difluoroethyl)-1H-pyrazol-3-yl)-2-((2-(1-(2,2-difluoroethyl)-1H-pyrazol-4-yl)pyrimidin-4-yl)amino)pyridin-4-yl)amino)-1-methylcyclohexan-1-ol